BrC1=C(C=C(C=C1N(C1=CC2=CC=CC=C2C=C1)C1=CC2=CC=CC=C2C=C1)C=1C=NC=CC1)N(C1=CC2=CC=CC=C2C=C1)C1=CC2=CC=CC=C2C=C1 2-bromo-N1,N1,N3,N3-tetra(naphthalen-2-yl)-5-(pyridin-3-yl)benzene-1,3-diamine